C1(=CC(=CC=C1)C1=NN(C=C1)CC1=C(C(=O)O)C=CN=C1)C1=CC=CC=C1 3-((3-([1,1'-biphenyl]-3-yl)-1H-pyrazol-1-yl)methyl)isonicotinic acid